N-(2,2-difluoroethyl)-4-[6-(1-ethylpyrazol-4-yl)pyrazolo[1,5-a]pyrimidin-3-yl]-2,6-dimethoxy-benzamide FC(CNC(C1=C(C=C(C=C1OC)C=1C=NN2C1N=CC(=C2)C=2C=NN(C2)CC)OC)=O)F